N(=[N+]=[N-])C[C@]1(C[C@H](N(C1)C(CNC(=O)C=1C=CC=2C(C3=CC=CC=C3C2C1)(F)F)=O)C(=O)N[C@H](C)C=1SC=C(C1)C(N)=N)F (2S,4R)-4-(azidomethyl)-N-((R)-1-(4-carbamimidoylthiophen-2-yl)ethyl)-1-((9,9-difluoro-9H-fluorene-3-carbonyl)glycyl)-4-fluoropyrrolidine-2-carboxamide